1-(3-(tert-butyl)-1-phenyl-1H-pyrazol-5-yl)-3-(2-fluoro-4-((2-methyl-1H-pyrrolo[2,3-b]pyridin-4-yl)oxy)phenyl)urea C(C)(C)(C)C1=NN(C(=C1)NC(=O)NC1=C(C=C(C=C1)OC1=C2C(=NC=C1)NC(=C2)C)F)C2=CC=CC=C2